4-Acetoxy-N,N-diisopropyltryptamine CC(C)N(CCC1=CNC2=C1C(=CC=C2)OC(=O)C)C(C)C